COC(=O)C1=CC2=C(N(C(N2C)=O)C)C=C1NC(=O)OC(C)(C)C 6-((tert-Butoxycarbonyl)amino)-1,3-dimethyl-2-oxo-2,3-dihydro-1H-benzo[d]imidazole-5-carboxylic acid methyl ester